(E)-ethyl 3-(4-(2-isopropylphenoxy)-2-((tetrahydro-2H-pyran-2-yloxy)methyl)phenyl)acrylate C(C)(C)C1=C(OC2=CC(=C(C=C2)/C=C/C(=O)OCC)COC2OCCCC2)C=CC=C1